ClC1=C(C=C(C=C1)N1CC(C2=NC(=CC=C21)C(=O)N2C(CN(CC2)C2=CC=C(C=N2)C(C(=O)O)C)(C)C)(C)C)F 2-(6-(4-(1-(4-chloro-3-fluorophenyl)-3,3-dimethyl-2,3-dihydro-1H-pyrrolo[3,2-b]pyridine-5-carbonyl)-3,3-dimethylpiperazin-1-yl)pyridin-3-yl)propanoic acid